ClC1=NC=C(C(=C1)C1=C(C=NC(=C1)CN1CC(C1)OC)C(=O)O)OC 2'-chloro-5'-methoxy-6-((3-methoxyazetidin-1-yl)methyl)-(4,4'-bipyridine)-3-carboxylic Acid